2-(2-bromo-2,2-difluoroacetamido)-5-fluoro-4-iodophenolate BrC(C(=O)NC1=C(C=C(C(=C1)I)F)[O-])(F)F